C(C1=CC=CC=C1)N(CC(=O)C1=CC=C(C=C1)F)CCC1=C(C=CC=C1)I 2-(benzyl-(2-iodophenethyl)amino)-1-(4-fluorophenyl)ethanone